CN(P([O-])(=O)F)C N,N-dimethylphosphoramidofluoridate